C(#N)C(CNC(C1=CC=CC=C1)=O)(C)C N-(2-cyano-2-methylpropyl)benzamide